methyl (E)-4-[2-[2-[2-[2-[2-[2-(2-hydroxyethoxy) ethoxy] ethoxy]ethoxy]ethoxy]ethoxy]ethoxy]but-2-enoate OCCOCCOCCOCCOCCOCCOCCOC/C=C/C(=O)OC